(E)-N-((4-tolyl)sulfonyl)-3-(3-(naphthalen-2-yl)-1-phenyl-1H-pyrazol-4-yl)acrylamide C1(=CC=C(C=C1)S(=O)(=O)NC(\C=C\C=1C(=NN(C1)C1=CC=CC=C1)C1=CC2=CC=CC=C2C=C1)=O)C